C(C)(C)C1=CC=C(C=C1)S(=O)(=O)O.[NH4+] ammonium p-isopropylbenzenesulfonic acid